COC1=C(CN(S(=O)(=O)C2=C(C=C(C=C2F)N[C@@H](C)C2=C(C=CC=C2)F)F)C=2SC=CN2)C=CC(=C1)OC (S)-N-(2,4-dimethoxybenzyl)-2,6-difluoro-4-((1-(2-fluorophenyl)ethyl)amino)-N-(thiazol-2-yl)benzenesulfonamide